NC=1C=C(C=C(C1)C(F)(F)F)[C@@H](C)NC=1C2=C(N=C(N1)C)N=C1C(=C2)OCCO1 (R)-N-(1-(3-amino-5-(trifluoromethyl)phenyl)ethyl)-2-methyl-7,8-dihydro-[1,4]dioxino[2',3':5,6]pyrido[2,3-d]pyrimidin-4-amine